CO/C(=C\CCCO[Si](C(C)C)(C(C)C)C(C)C)/S(=O)(=O)\C(=C\CCCO[Si](C(C)C)(C(C)C)C(C)C)\OC (E)-(1-methoxy-5-triisopropylsiloxy-1-pentenyl) sulfone